NC=1SC2=C(N1)C=C(C=C2)O 2-aminobenzo[d]thiazol-5-ol